2-cyclohexyl-2-(pent-3-yl)malonic acid magnesium [Mg].C1(CCCCC1)C(C(=O)O)(C(=O)O)C(CC)CC